2,4-dichloro-6-fluoromonochlorobenzene ClC1=CC(=CC(=C1Cl)Cl)F